FC=1C=C2N=C(C=3N(C2=CC1C(=O)O)C=NC3)NCC3=CC=C(C=C3)OC 7-fluoro-4-((4-methoxybenzyl)amino)imidazo[1,5-a]quinoxaline-8-carboxylic acid